4-(4-amino-6-(4-methacrylamido-phenyl)-7-methyl-7H-pyrrolo[2,3-d]pyrimidin-5-yl)-N-methyl-N-(pyrimidin-2-yl)benzamide NC=1C2=C(N=CN1)N(C(=C2C2=CC=C(C(=O)N(C1=NC=CC=N1)C)C=C2)C2=CC=C(C=C2)NC(C(=C)C)=O)C